[Li+].CN(CCC[Si](O)(O)O)CCCS(=O)(=O)[O-] N-Methyl-N-trihydroxysilylpropyl-aminopropyl-sulfonic acid lithium salt